ClC=1C(N(C(=CC1OC([2H])([2H])C1=NC=C(C=C1F)F)C)C1=CC(=NC=C1C)N1N=C(C=C1)C(C)(C)OC)=O (S)-3-chloro-4-((3,5-difluoropyridin-2-yl)methoxy-d2)-2'-(3-(2-methoxypropane-2-yl)-1H-pyrazol-1-yl)-5',6-dimethyl-2H-[1,4'-bipyridin]-2-one